N-(5-(4-Cyclopropylpiperazin-1-yl)pyridin-2-yl)-1-isopropyl-1H-[1,2,3]tri-azolo[4,5-h]quinazolin-8-amine hydrochloride Cl.C1(CC1)N1CCN(CC1)C=1C=CC(=NC1)NC1=NC=2C3=C(C=CC2C=N1)N=NN3C(C)C